O[C@@H](CCN1N=CC=C1)C |o1:1| (R or S)-1-(3-hydroxybutyl)-1H-pyrazole